tetramethyl ((5-(3-(bromomethyl)-5-(2-(diethoxyphosphoryl)ethyl)benzyl)-1,3-phenylene)bis(ethane-2,1-diyl))bis(phosphonate) BrCC=1C=C(CC=2C=C(C=C(C2)CCP(OC)(OC)=O)CCP(OC)(OC)=O)C=C(C1)CCP(=O)(OCC)OCC